CC1=C2CCN(CC2=CC(=C1)B1OC(C(O1)(C)C)(C)C)CCC(=O)OCC ethyl 3-(5-methyl-7-(4,4,5,5-tetramethyl-1,3,2-dioxaborolan-2-yl)-3,4-dihydroisoquinolin-2(1H)-yl)propanoate